BrC1=C(OC(C=O)C)C=C(C=C1)OC 2-(2-bromo-5-methoxyphenoxy)propanal